3-(4-(4-chloro-3-(trifluoromethyl)phenoxy)phenethoxy)-9a-methyl-6,7,8,9,9a,10-hexahydro-1H-pyrido[1',2':3,4]imidazo[1,2-c]pyrimidin-1-one ClC1=C(C=C(OC2=CC=C(CCOC=3C=C4N(C(N3)=O)CC3(N4CCCC3)C)C=C2)C=C1)C(F)(F)F